CN(C1=CC=C(C=CC2=NC=CC=C2CI)C=C1)C 2-(p-dimethylaminostyryl)-pyridylmethyl iodide